S(=O)(=O)(O)O.C[C@@]12[C@@H](CC[C@H]1[C@@H]1CCC3=CC(CC[C@]3(C)[C@H]1CC2)O)O 4-androstene-3,17a-diol monosulfate